FC1=C(C(=O)Cl)C=CC=C1 ortho-fluorobenzoyl chloride